triethylammonium 2-(1-adamantanecarbonyloxy)-1,1-difluoroethanesulfonate C12(CC3CC(CC(C1)C3)C2)C(=O)OCC(S(=O)(=O)[O-])(F)F.C(C)[NH+](CC)CC